5-[[(5-bromo-4-methoxypyridin-2-yl)amino]methylene]-2,2-dimethyl-1,3-dioxane-4,6-dione BrC=1C(=CC(=NC1)NC=C1C(OC(OC1=O)(C)C)=O)OC